Cl.ClC=1C=C2[C@@H](CN(CC2=C(C1)Cl)C)C=1C=C(C=CC1)S(=O)(=O)Cl (S)-3-(6,8-dichloro-2-methyl-1,2,3,4-tetrahydroisoquinolin-4-yl)benzene-1-sulfonyl chloride hydrochloride